C(C)(C)(C)P([C-]1C=CC=C1)C1=NC=CC=C1.[C-]1(C=CC=C1)P(C1=NC=CC=C1)C(C)(C)C.[Fe+2] 1,1'-di(t-butylpyridinylphosphino)-ferrocene